ClC1=CC=2N(C=C1)C(=CN2)C2=NC(=NC=C2F)NC2CCC(CC2)N (1r,4r)-N1-(4-(7-Chloroimidazo[1,2-a]pyridin-3-yl)-5-fluoropyrimidin-2-yl)cyclohexane-1,4-diamine